NC(C)C=1N=C(N(C1)C=1C=CC=2N(C1)C(=CN2)C#N)C2=NC(=CC=C2)C 6-(4-(1-aminoethyl)-2-(6-methylpyridin-2-yl)-1H-imidazol-1-yl)imidazo[1,2-a]pyridine-3-carbonitrile